zirconium triisopropoxide mono(ethylacetoacetate) C(C)CC(CC(=O)[O-])=O.CC([O-])C.CC([O-])C.CC([O-])C.[Zr+4]